1,3-dibenzyl-2-(undec-2-yl)imidazolidine C(C1=CC=CC=C1)N1C(N(CC1)CC1=CC=CC=C1)C(C)CCCCCCCCC